CN1C(=NC=C1C(=O)NC1CCC2=CC(=CC=C12)C1=NOC(=N1)C)C 1,2-dimethyl-N-(5-(5-methyl-1,2,4-oxadiazol-3-yl)-2,3-dihydro-1H-inden-1-yl)-1H-imidazole-5-carboxamide